C(CCC)C1=C(C(=CC=C1)C1=C(C=CC=C1)C1=CC=2C(=CC=3C(CCC(C3C2)(C)C)(C)C)C1)O butyl-2'-(5,5,8,8-tetramethyl-5,6,7,8-tetrahydro-1H-cyclopenta[b]naphthalen-2-yl)biphenyl-2-ol